COC[C@H]1C[C@@H](CN1C(C=C)=O)N1N=C(C(=C1NC)C(=O)N)C#CC=1C=CC=2N(C1)N=CN2 1-[(3s,5r)-5-(methoxymethyl)-1-(prop-2-enoyl)pyrrolidin-3-yl]-5-(methylamino)-3-(2-[[1,2,4]triazolo[1,5-a]pyridin-6-yl]ethynyl)pyrazole-4-carboxamide